N[C@H](/C=C/C(=O)OCC)C[C@H]1C(NCC1)=O ethyl (S,E)-4-amino-5-((S)-2-oxopyrrolidin-3-yl)pent-2-enoate